D,L-glyceraldehyde C(C(C=O)O)O